COC1CN(C1)C=1N(N=C2C1C=NC(=C2)C2=NNC=C2NC(=O)N2C1(CC1)CCCC2)CC2CN(CC2)C N-(3-(3-(3-methoxyazetidin-1-yl)-2-((1-methylpyrrolidin-3-yl)methyl)-2H-pyrazolo[4,3-c]pyridin-6-yl)-1H-pyrazol-4-yl)-4-azaspiro[2.5]octane-4-carboxamide